C1(=CC=CC=2SC3=C(C21)C=CC=C3)C3=NN=NC=C3 (dibenzothiophenyl)triazine